4-chloro-7-((6-((dimethylamino)methyl)-5-(tetrahydrofuran-3-yl)pyridin-2-yl)amino)-1-oxo-1,3-dihydro-2H-pyrrolo[3,4-c]pyridine-2-carboxylic acid tert-butyl ester C(C)(C)(C)OC(=O)N1CC=2C(=NC=C(C2C1=O)NC1=NC(=C(C=C1)C1COCC1)CN(C)C)Cl